C(C)(C)(C)OC(=O)N[C@H]1CCC2=C(C(=C(S2)NC(=O)[C@@H]2[C@H](C2)C)C(=O)OCC)C1 Ethyl (5S)-5-(tert-butoxycarbonylamino)-2-[[(1S,2S)-2-methylcyclopropanecarbonyl]amino]-4,5,6,7-tetrahydrobenzothiophene-3-carboxylate